7,7'-(4,4-bis(2-ethylhexyl)-4H-silolo[3,2-b:4,5-b']dithiophen-2,6-diyl)bis(6-fluoro-4-(5'-hexyl-[2,2'-bithiophen]-5-yl)benzo[c][1,2,5]thiadiazole) C(C)C(C[Si]1(C2=C(SC(=C2)C2=C(C=C(C=3C2=NSN3)C3=CC=C(S3)C=3SC(=CC3)CCCCCC)F)C=3SC(=CC31)C3=C(C=C(C=1C3=NSN1)C1=CC=C(S1)C=1SC(=CC1)CCCCCC)F)CC(CCCC)CC)CCCC